FC1(CN(CC1)C1=NC=CC(=C1NC(=O)N1C(C2=CC=CC=C2C1)C)C1=C(C=CC=C1)F)F N-[2-(3,3-difluoropyrrolidin-1-yl)-4-(2-fluorophenyl)-3-pyridyl]-1-methyl-isoindoline-2-carboxamide